[Si](C1=CC=CC=C1)(C1=CC=CC=C1)(C(C)(C)C)O[C@@H]1[C@H]2[C@@H](N([C@@H](C1)C2)C(=O)C2(CC2)F)C#C ((1R,3R,4R,5S)-5-((tert-butyldiphenylsilyl)oxy)-3-ethynyl-2-azabicyclo[2.2.1]heptan-2-yl)(1-fluorocyclopropyl)methanone